CC1=C(C=C(C(=O)NC2=CC(=CC(=C2)C(F)(F)F)N2C=NC(=C2)C)C=C1)NC1=NC=CC(=N1)C=1C=NC=CC1 4-methyl-N-(3-(4-methyl-1H-imidazol-1-yl)-5-(trifluoromethyl)phenyl)-3-((4-(pyridin-3-yl)pyrimidin-2-yl)amino)benzamide